CN(CCCN1N(N(CCC1)CCCN(C)C)CCCN(C)C)C tris(3-dimethylamino-propyl)hexahydrotriazine